FC1=C(C=2C=NC(=NC2C=C1C1=C(C2=C(OCCN2)N=C1)C)NC1=CC=C(C=C1)CS(=O)(=O)CC(F)(F)F)N 6-fluoro-7-(8-methyl-2,3-dihydro-1H-pyrido[2,3-b][1,4]oxazin-7-yl)-N~2~-{4-[(2,2,2-trifluoroethanesulfonyl)methyl]phenyl}quinazoline-2,5-diamine